5-amino-2-[(5-chloro-2-pyridyl)methyl]-7-(4-fluorophenyl)-8-(4-methyl-1,3-benzoxazol-6-yl)-[1,2,4]triazolo[4,3-c]pyrimidin-3-one NC1=NC(=C(C=2N1C(N(N2)CC2=NC=C(C=C2)Cl)=O)C2=CC1=C(N=CO1)C(=C2)C)C2=CC=C(C=C2)F